CC1=CC(=C(C=C1)NC(=O)C)C 2,4-dimethylacetanilide